C(C1=CC=CC=C1)OCC(CC1(C(NC(N1)=O)=O)C1CC1)C(N1CC2=CC=C(C=C2C1)C(F)(F)F)=O 5-(2-((Benzyloxy)methyl)-3-oxo-3-(5-(trifluoromethyl)isoindolin-2-yl)propyl)-5-cyclopropylimidazole-2,4-dione